6,7-dichloro-3-((1-methyl-1H-pyrazol-4-yl)methyl)-1,3,4,9-tetrahydro-[1,2,6]thiadiazino[4,3-g]indole 2,2-dioxide ClC=1C=2C(=CNC2C2=C(C1)CN(S(N2)(=O)=O)CC=2C=NN(C2)C)Cl